3',5-diallyl-3-[(S)-2-amino-1-hexanoyl]amino-2,4'-dihydroxy-1,1'-biphenyl C(C=C)C=1C=C(C=CC1O)C1=C(C(=CC(=C1)CC=C)NC([C@H](CCCC)N)=O)O